2-(2,5-dichlorophenyl)acetic acid ClC1=C(C=C(C=C1)Cl)CC(=O)O